zinc (2-(tert-butoxy)-2-oxoethyl) bromide C(C)(C)(C)OC(CBr)=O.[Zn]